(S)-2-(tert-butylamino)-1-(5-chloropyridin-2-yl)ethan-1-ol C(C)(C)(C)NC[C@H](O)C1=NC=C(C=C1)Cl